FC1=CC=C(C(=N1)C)OC1=C(C(=O)NC2=CC(=CC=C2)[S@](=O)(=N)C)C(=C(C=N1)C(F)(F)F)C (S)-2-((6-fluoro-2-methylpyridin-3-yl)oxy)-4-methyl-N-(3-(S-methylsulfonimidoyl)phenyl)-5-(trifluoromethyl)nicotinamide